(S)-5-fluoro-5-methyl-5,8-dihydro-6H-pyrano[3,4-b]pyridine-3-carboxylic acid F[C@@]1(COCC2=NC=C(C=C21)C(=O)O)C